N-(6-amino-1-(cyclohexylamino)-1-oxohexan-2-yl)-N-cyclohexyl-2-iodobenzamide NCCCCC(C(=O)NC1CCCCC1)N(C(C1=C(C=CC=C1)I)=O)C1CCCCC1